C(C)OC(C(F)(F)F)(C(F)(F)F)[C@]1(CN(CC1)C(C)(C)C=1C=CC(=NC1)C)CCC1=CC=C(C=C1)F |o1:12| (R or S)-5-(2-(3-(2-ethoxy-1,1,1,3,3,3-hexa-fluoropropan-2-yl)-3-(4-fluoro-phenethyl)pyrrolidin-1-yl)propan-2-yl)-2-methylpyridine